C(C)(C)(C)C1=NOC(C1=CC=1SC(=CC1)N1CCCCC1)=O 3-(tert-butyl)-4-((5-(piperidin-1-yl)thiophen-2-yl)methylene)isoxazol-5(4H)-one